bromo-2-[3-(2,2,2-trichloro-acetyl)-ureido]-benzoic acid methyl ester COC(C1=C(C(=CC=C1)Br)NC(=O)NC(C(Cl)(Cl)Cl)=O)=O